2-[3-chloro-5-(9-phenanthrenyl)phenyl]-4,6-diphenyl-1,3,5-triazine ClC=1C=C(C=C(C1)C=1C2=CC=CC=C2C=2C=CC=CC2C1)C1=NC(=NC(=N1)C1=CC=CC=C1)C1=CC=CC=C1